ClC=1C=C(C=CC1Cl)C1(CC1)CN [1-(3,4-dichlorophenyl)cyclopropyl]methanamine